diacetyl-alanine acrylate C(C=C)(=O)O.C(C)(=O)N([C@@H](C)C(=O)O)C(C)=O